BrC1=CC=2N(C(=C1)Cl)C=NN2 7-bromo-5-chloro-[1,2,4]triazolo[4,3-a]pyridine